BrC(CC1=CC=CC=2C3=CC=CC=C3NC12)CCCC 2-bromo-hexyl-carbazole